C(CCCCCCCCCCCCCCC)(=O)O[C@@H]1[C@](O[C@H](C1)N1C2=NC(=NC(=C2N=C1)N)F)(CO[P@](=O)(OC1=CC=CC=C1)N[C@H](C(=O)OC(CCC)CCC)CC1=CC=CC=C1)C#C (2R,3S,5R)-5-(6-Amino-2-fluoro-9H-purin-9-yl)-2-ethynyl-2-((((S)-(((S)-1-(heptan-4-yloxy)-1-oxo-3-phenylpropan-2-yl)amino)(phenoxy)phosphoryl)oxy) methyl)tetrahydrofuran-3-yl palmitate